Ethyl 5-Fluoro-6-Methoxybenzofuran-3-Carboxylate FC=1C(=CC2=C(C(=CO2)C(=O)OCC)C1)OC